S1C(=CC=C1)CN(C=1OC=C(N1)C(=O)NCC1=CC(=CC=C1)OC)CC=1SC=CC1 2-(bis(thiophen-2-ylmethyl)amino)-N-(3-methoxybenzyl)oxazole-4-carboxamide